2-(4-Isopropylphenyl)-3-phenyl-2H-indazole C(C)(C)C1=CC=C(C=C1)N1N=C2C=CC=CC2=C1C1=CC=CC=C1